1-(cis-[1,1-bi(cyclohexan)]-4-yl)-1,2-dihydro-3H-spiro[isoquinoline-4,4-piperidin]-3-one C1(CCC(CC1)C1NC(C2(CCNCC2)C2=CC=CC=C12)=O)C1CCCCC1